(S)-2-((1-hydroxy-3-(octadecyloxy)propan-2-yl)oxy)benzonitrile Sodium hydride [H-].[Na+].OC[C@@H](COCCCCCCCCCCCCCCCCCC)OC1=C(C#N)C=CC=C1